1,1-dihydroxyethane OC(C)O